C(C1=CC=CC=C1)OC=1C=C2CCNC(C2=CC1OC)/C=C/C1=C(C=C(C=C1)C=1C=C(C=NC1)C#N)C 5-(4-{(E)-2-[6-(benzyloxy)-7-methoxy-1,2,3,4-tetrahydroisoquinolin-1-yl]ethenyl}-3-methylphenyl)pyridine-3-carbonitrile